C(#N)C=1C=C(C=CC1)C=1N=C(SC1C1=CC(=NC(=C1)CC)CC)N1C[C@@H]2[C@H](C1)COC2 (3aR,6aS)-N-[4-(3-cyanophenyl)-5-(2,6-diethyl-4-pyridyl)thiazol-2-yl]-1,3,3a,4,6,6a-hexahydrofuro[3,4-c]pyrrole